IC1=CC(=CC=C1)OC 1-iodo-3-methoxy-benzene